methyl(phenylpyridinyl)pyrimidine CC1=NC(=NC=C1)C1=NC=CC=C1C1=CC=CC=C1